CC(CCNC1CCC(CC1)N)CC N-(3-methylpentyl)cyclohexane-1,4-diamine